2'-amino-N,N-dimethyl-5'-(1-methyl-3-(pyrimidin-5-yl)-1H-pyrazolo[3,4-b]pyridin-5-yl)-[2,3'-bipyridine]-5-carboxamide NC1=NC=C(C=C1C1=NC=C(C=C1)C(=O)N(C)C)C=1C=C2C(=NC1)N(N=C2C=2C=NC=NC2)C